C1(CC1)C1=C(C(=NO1)C1=C(C=CC=C1F)F)COC1C(CN(CC1)C1=CC=C(C=C1)C1=NOC(N1)=O)(F)F 3-(4-(4-((5-cyclopropyl-3-(2,6-difluorophenyl)isoxazol-4-yl)methoxy)-3,3-difluoropiperidin-1-yl)phenyl)-1,2,4-oxadiazol-5(4H)-one